tert-Butyl 7-[(1,3-dioxoisoindolin-2-yl)methyl]-8,8-difluoro-5-azaspiro[2.5]octane-5-carboxylate O=C1N(C(C2=CC=CC=C12)=O)CC1CN(CC2(CC2)C1(F)F)C(=O)OC(C)(C)C